4-(6-Amino-1-(2-Fluoro-4-Nitrobenzyl)-1h-Pyrazolo[3,4-D]Pyrimidin-4-Yl)Picolinonitrile NC1=NC(=C2C(=N1)N(N=C2)CC2=C(C=C(C=C2)[N+](=O)[O-])F)C2=CC(=NC=C2)C#N